FC(CN1N=CC(=C1)C1=NC(=NC=C1C(F)(F)F)N[C@H]1C[C@H](CCC1)N1C=NC2=C1C(=CC(=C2)C(F)(F)F)C#N)F 1-((1S,3R)-3-((4-(1-(2,2-difluoroethyl)-1H-pyrazol-4-yl)-5-(trifluoromethyl)pyrimidin-2-yl)amino)cyclohexyl)-5-(trifluoromethyl)-1H-benzo[d]imidazole-7-carbonitrile